(±)-4-(8-Fluoro-1,2-dihydro-2-oxoquinazolin-3(4H)-yl)-N-(3-(7-methyl-1H-indazol-5-yl)-1-oxo-1-(4-o-tolylpiperazin-1-yl)propan-2-yl)piperidine-1-carboxamide FC=1C=CC=C2CN(C(NC12)=O)C1CCN(CC1)C(=O)N[C@@H](C(N1CCN(CC1)C1=C(C=CC=C1)C)=O)CC=1C=C2C=NNC2=C(C1)C |r|